NC1=NC=2C=C(C=CC2C2=C1OC(=C2)CCCO)Br 3-[4-amino-7-bromofuro[2,3-c]quinolin-2-yl]propan-1-ol